C(C)C(CCCCC)OC(CCCCCCCCN(CCCN(C(=O)C=1C=C(C(=O)OC2=C(C(=C(C(=C2F)F)F)F)F)C=C(C1)C(N(C)CCCN(CCCCCCCCC(OC(CCCCC)CC)=O)CCCCCCCCC(OC(CCCCC)CC)=O)=O)C)CCCCCCCCC(OC(CCCCC)CC)=O)=O (2,3,4,5,6-pentafluorophenyl) 3,5-bis[3-[bis[9-(1-ethylhexoxy)-9-oxo-nonyl]amino] propyl-methyl-carbamoyl]benzoate